Dimethoxy-methan COCOC